(1S,3R)-3-(3-{[(1,3-dimethyl-1H-pyrazol-4-yl)carbonyl]amino}-1H-pyrazol-5-yl)cyclopentyl propylcarbamate C(CC)NC(O[C@@H]1C[C@@H](CC1)C1=CC(=NN1)NC(=O)C=1C(=NN(C1)C)C)=O